FC=1C(=NC=CC1)C#CC 3-(3-fluoro-2-pyridyl)prop-2-yn